OC(C(=O)O)C=O 2-hydroxy-3-oxopropanoic acid